3-[4-[3-[4-[(1-Methylpiperidin-4-yl)amino]phenyl]-3-oxoprop-1-enyl]phenyl]prop-2-enoic acid CN1CCC(CC1)NC1=CC=C(C=C1)C(C=CC1=CC=C(C=C1)C=CC(=O)O)=O